1-(5-bromo-2-fluorophenyl)-ethanone BrC=1C=CC(=C(C1)C(C)=O)F